N1C(CC2=C1C=CC=N2)=O DIHYDROPYRROLOPyRIDINONE